9-(2-naphthyl-1,3,4,5,6,7,8-d7)-9'-(phenyl-2,3,4,5,6-d5)-3,3'-bi-9H-carbazole-1,1',2,2',4,4',5,5',6,6,7,7,8,8'-d14 C1(=C(C(=C(C2=C(C(=C(C(=C12)[2H])[2H])[2H])[2H])[2H])[2H])N1C2=C(C(C(C(=C2C=2C(=C(C(=C(C12)[2H])[2H])C=1C(=C(C=2N(C=3C(=CC=C(C3C2C1[2H])[2H])[2H])C1=C(C(=C(C(=C1[2H])[2H])[2H])[2H])[2H])[2H])[2H])[2H])[2H])([2H])[2H])([2H])[2H])[2H])[2H]